triethoxychlorosilane C(C)O[Si](Cl)(OCC)OCC